(7S)-7-tert-butyl-N-[(1R)-3-(dimethylamino)-1-[3-(3-hydroxy-3-methyl-azetidine-1-carbonyl)phenyl]propyl]-5,6,7,8-tetrahydrothiazolo[5,4-b]quinoline-2-carboxamide C(C)(C)(C)[C@@H]1CC=2C=C3C(=NC2CC1)SC(=N3)C(=O)N[C@H](CCN(C)C)C3=CC(=CC=C3)C(=O)N3CC(C3)(C)O